ClC1=CC=C(C=C1)C(C(N1CC2(C3=CC=C(C=C13)OC(F)(F)F)CC2)=O)NC=2C=C(C=C(C2)OC)C(C)=NOCCCC(=O)O 4-(((1-(3-((1-(4-chlorophenyl)-2-oxo-2-(6'-(trifluoromethoxy)spiro[cyclopropane-1,3'-indolin]-1'-yl)ethyl)amino)-5-methoxyphenyl)ethylidene)amino)oxy)butanoic acid